6-Chloro-3-[(1R)-1-(2-furo[3,2-b]pyridin-6-yl-3,6-dimethyl-4-oxo-chromen-8-yl)ethoxy]pyridine-2-carboxamide ClC1=CC=C(C(=N1)C(=O)N)O[C@H](C)C=1C=C(C=C2C(C(=C(OC12)C=1C=C2C(=NC1)C=CO2)C)=O)C